Acetic acid N-[(R)-alpha-methylbenzyl]Amide C[C@H](C1=CC=CC=C1)NC(C)=O